(3S*,3aS*,6S*,7R*,7aS*)-N,7-dibenzyl-1-(4-(tert-butoxy)benzyl)octahydro-6H-3,6-methanopyrrolo[3,2-c]pyridine-6-carboxamide C(C1=CC=CC=C1)NC(=O)[C@]12[C@@H]([C@@H]3[C@H](CN1)[C@@H](CN3CC3=CC=C(C=C3)OC(C)(C)C)C2)CC2=CC=CC=C2 |o1:10,11,12,13,16|